C(CCC)OC(=O)C1=CN(C(C(=C1)C(NC)=O)=O)C(C)C=1C=C(C=CC1)C 5-(methylcarbamoyl)-6-oxo-1-(1-(m-tolyl)ethyl)-1,6-dihydropyridine-3-carboxylic acid butyl ester